C(C)(=O)C1=NN(C2=C(C=C(C=C12)C=1C=NC(=NC1)C)C)CC(=O)N1[C@@H]2C[C@@]2(C[C@H]1C(=O)NCC1(CC1)C)C (1R,3S,5R)-2-(2-(3-acetyl-7-methyl-5-(2-methylpyrimidin-5-yl)-1H-indazol-1-yl)acetyl)-5-methyl-N-((1-methylcyclopropyl)methyl)-2-azabicyclo[3.1.0]hexane-3-carboxamide